(1-(2-(5-Chloro-1H-indazol-3-yl)ethyl)-7-ethoxy-6-methoxy-3,4-dihydroisoquinolin-2(1H)-yl)(morpholinyl)methanone ClC=1C=C2C(=NNC2=CC1)CCC1N(CCC2=CC(=C(C=C12)OCC)OC)C(=O)N1CCOCC1